C1(=CC=CC=C1)C1=C2C=CC(=C1)O2 (2-phenyl)-1,4-phenylene ether